3-[[4-[[(2S,3R,7S)-7-(6-tert-butyl-5-methyl-pyrrolo[2,3-b]pyrazin-3-yl)-3-isopropoxy-azepan-2-yl]methoxy]-6-(2,6-dimethylphenyl)pyrimidin-2-yl]sulfamoyl]benzoic acid C(C)(C)(C)C1=CC=2C(=NC(=CN2)[C@@H]2CCC[C@H]([C@@H](N2)COC2=NC(=NC(=C2)C2=C(C=CC=C2C)C)NS(=O)(=O)C=2C=C(C(=O)O)C=CC2)OC(C)C)N1C